C(C(CCC)CCC)(=O)[O-].[Na+] Natrium valproate